1-Ethyl-3-methylimidazolium trifluoromethansulfonat FC(S(=O)(=O)[O-])(F)F.C(C)N1C=[N+](C=C1)C